CC1=CC=C(CN2C=NC=3C=NC=CC32)C=C1 1-(4-methylbenzyl)-1H-imidazo[4,5-C]pyridine